[N+](=O)([O-])C=1C=CC(=C(C1)N1CCS(CC1)(=O)=O)C(F)(F)F 4-(5-nitro-2-(trifluoromethyl)phenyl)thiomorpholine-1,1-dioxide